ClC1=CC=C(NC2=C(C=NC3=CC(=C(C=C23)NC(C)=O)OCC)C#N)C=C1 N-(4-(4-chloroanilino)-3-cyano-7-ethoxyquinolin-6-yl)acetamide